(S)-3-(1,1-difluoro-2-oxo-2-((tetrahydrofuran-3-yl)amino)ethyl)-N-(3,4-difluorophenyl)-4-fluorobenzamide FC(C(N[C@@H]1COCC1)=O)(F)C=1C=C(C(=O)NC2=CC(=C(C=C2)F)F)C=CC1F